tert-butyl 3-amino-2-methylpyrrolidine-1-carboxylate NC1C(N(CC1)C(=O)OC(C)(C)C)C